C1(=CC=CC=C1)S(=O)(=O)ON=C(C1=C(C=C(C=C1)Cl)Cl)C#N α-(benzenesulfonyloxyimino)-2,4-dichlorobenzyl cyanide